6-bromo-2-((2-(trimethylsilyl)ethoxy)methyl)isoquinolin-1(2H)-one BrC=1C=C2C=CN(C(C2=CC1)=O)COCC[Si](C)(C)C